Isostearylamine C(CCCCCCCCCCCCCCC(C)C)N